1-[(1R)-1-isocyanatoethyl]-4-(trifluoromethyl)benzene tert-butyl-9-prop-2-ynyl-3-oxa-7,9-diazabicyclo[3.3.1]nonane-7-carboxylate C(C)(C)(C)OC(=O)N1CC2COCC(C1)N2CC#C.N(=C=O)[C@H](C)C2=CC=C(C=C2)C(F)(F)F